ClC1=CC2=C(C(=N1)N(C)C)N=C(N2C)C2CCN(CC2)C 6-Chloro-N,N,1-trimethyl-2-(1-methylpiperidin-4-yl)-1H-imidazo[4,5-c]pyridin-4-amine